[Si](C)(C)(C(C)(C)C)OC1CC(C1)OC1=C(C=CC(=C1F)F)[C@H]1[C@@H](O[C@]([C@H]1C)(C(F)(F)F)C)C(=O)OC methyl (2R,3S,4S,5R)-3-[2-[3-[tert-butyl(dimethyl)silyl]oxycyclobutoxy]-3,4-difluoro-phenyl]-4,5-dimethyl-5-(trifluoromethyl)tetrahydrofuran-2-carboxylate